FC=1C=C(C=NC1)C=1N=C(C2=C(N1)CN(CC2)C(=O)OC(C)(C)C)NCCC2=C(NC1=CC=CC=C21)C(F)(F)F tert-butyl 2-(5-fluoropyridin-3-yl)-4-({2-[2-(trifluoromethyl)-1H-indol-3-yl]ethyl}amino)-5H,6H,7H,8H-pyrido[3,4-d]pyrimidine-7-carboxylate